2-chloro-N-(quinolin-5-yl)acetamide ClCC(=O)NC1=C2C=CC=NC2=CC=C1